2-hydroxyacetamino-3-O-[(R)-1-carboxyethyl]-2-deoxy-D-glucopyranose O[C@H]1C(O)(O[C@@H]([C@H]([C@@H]1O[C@H](C)C(=O)O)O)CO)NC(=O)C